(2-ethyl-7-hydroxyimidazo[1,2-a]pyridine-3-yl)(4-hydroxyphenyl)methanone C(C)C=1N=C2N(C=CC(=C2)O)C1C(=O)C1=CC=C(C=C1)O